tert-butyl N-[6-bromo-2-(4,4-dimethylcyclohexen-1-yl)-3-pyridyl]-N-tert-butoxycarbonyl-carbamate BrC1=CC=C(C(=N1)C1=CCC(CC1)(C)C)N(C(OC(C)(C)C)=O)C(=O)OC(C)(C)C